2-(2-((3-methoxypyridin-2-yl)oxy)ethyl)isoindole-1,3-dione COC=1C(=NC=CC1)OCCN1C(C2=CC=CC=C2C1=O)=O